2-[3-(1H-imidazol-5-yl)-2-[3-(trifluoromethyl)-1H-1,2,4-triazol-5-yl]imidazo[1,2-a]pyrimidin-6-yl]acetic acid N1C=NC=C1C1=C(N=C2N1C=C(C=N2)CC(=O)O)C2=NC(=NN2)C(F)(F)F